tert-butyl (R or S)-2-(2-acetoxy-4-cyclopropylphenyl)-2,3,4,5a,6,7,8,9-octahydro-5H-1,2,5,7-tetraazabenzo[cd]azulene-5-carboxylate C(C)(=O)OC1=C(C=CC(=C1)C1CC1)N1N=C2CCNC[C@H]3C2=C1CCN3C(=O)OC(C)(C)C |o1:20|